Disalicylidenepropylenediamine C(C=1C(O)=CC=CC1)=NCC(C)N=CC=1C(O)=CC=CC1